5-(4-Acetyl-1-piperazinyl)-1,4-dihydro-1-methyl-2,4-dioxo-N-[(tetrahydro-2-furanyl)methyl]pyrido[2,3-d]pyrimidine-3(2H)-acetamide C(C)(=O)N1CCN(CC1)C1=CC=NC=2N(C(N(C(C21)=O)CC(=O)NCC2OCCC2)=O)C